C1(=CC=C(C=C1)NS(=O)(=O)C1=C(C=CC=C1)NC(=O)NS(=O)(=O)C1=CC=CC=C1)C N-(4-tolyl)-2-(3-(phenylsulfonyl)ureido)benzenesulfonamide